5-bromo-1,1-difluoro-naphthalen-2-one BrC1=C2C=CC(C(C2=CC=C1)(F)F)=O